NC1(C(COCC1)(O)C)C1=NC=C(C=C1F)C(F)(F)F 4-Amino-4-(3-fluoro-5-trifluoromethyl-pyridin-2-yl)-3-methyl-tetrahydro-pyran-3-ol